N-[2-(5-chloro-3-pyridyl)-2-hydroxy-ethyl]-2-(3,4-dichlorophenyl)-N-propyl-acetamide ClC=1C=C(C=NC1)C(CN(C(CC1=CC(=C(C=C1)Cl)Cl)=O)CCC)O